CCCCCCCC/C=C\CCCCCCCCCC(=O)OC[C@H](COP(=O)(O)OC[C@H](CO)O)OC(=O)CCCCCCC/C=C\C/C=C\C/C=C\CC 1-(11Z-eicosenoyl)-2-(9Z,12Z,15Z-octadecatrienoyl)-glycero-3-phospho-(1'-sn-glycerol)